C(C)(C)(C)OC(=O)N[C@H](CN[C@H](C(=O)OC)C[C@H]1C(NCC1)=O)CC(C)(C)C methyl (2S)-2-[[(2S)-2-(tert-butoxycarbonylamino)-4,4-dimethyl-pentyl]amino]-3-[(3S)-2-oxopyrrolidin-3-yl]propanoate